BrC=1C=C(C=C(C1NC)N)C 6-bromo-N1,4-dimethylbenzene-1,2-diamine